phenyl {3,5-difluoro-4-[(1-{[2-(trimethylsilyl)ethoxy]methyl}-1H-pyrrolo[2,3-b]pyridin-4-yl)oxy]phenyl}carbamate FC=1C=C(C=C(C1OC1=C2C(=NC=C1)N(C=C2)COCC[Si](C)(C)C)F)NC(OC2=CC=CC=C2)=O